BrC1=C(C(=C(C=NO)C=C1)O)C=1C(=NN(C1)CC)C(F)(F)F 4-Bromo-3-(1-ethyl-3-(trifluoromethyl)-1H-pyrazol-4-yl)-2-hydroxybenzaldehyde oxime